C(C)C(C(=O)[O-])(C(=O)[O-])CC.C(C)C(C(=O)[O-])(C(=O)[O-])CC.C(C)C(C(=O)[O-])(C(=O)[O-])CC.[Fe+6] iron tris(diethyl malonate)